Ethanesulfonic acid sodium salt [Na+].C(C)S(=O)(=O)[O-]